1-[6-chloro-3-(1,3-dioxolan-2-yl)-2-pyridyl]-5-methyl-pyrazole-3-carbonitrile ClC1=CC=C(C(=N1)N1N=C(C=C1C)C#N)C1OCCO1